3-azidopropanoic acid N(=[N+]=[N-])CCC(=O)O